C1(=CC(=CC=C1)C1=NC(=NC=C1F)NC1CC(N(CC1)CC(=O)OC(C)(C)C)=O)C1=CC=CC=C1 tert-butyl 2-(4-((4-([1,1'-biphenyl]-3-yl)-5-fluoropyrimidin-2-yl)amino)-2-oxopiperidin-1-yl)acetate